(S)-5-((4-((2-hydroxy-1-phenylethyl)amino)-5-(3,8-dioxa-1-azaspiro[4.5]dec-1-en-2-yl)pyrimidin-2-yl)amino)-2,3,3-trimethylisoindolin-1-one OC[C@H](C1=CC=CC=C1)NC1=NC(=NC=C1C1=NC2(CO1)CCOCC2)NC=2C=C1C(N(C(C1=CC2)=O)C)(C)C